(S)-5-(3-morpholinophenyl)-N-(piperidin-3-yl)-3-ureidothiophene-2-carboxamide O1CCN(CC1)C=1C=C(C=CC1)C1=CC(=C(S1)C(=O)N[C@@H]1CNCCC1)NC(=O)N